(R)-5-methylisoxazol CC1=CC=NO1